C(C)S Ethan-Thiol